[2-(difluoromethoxy)-1,1,2,2-tetrafluoroethoxy]difluoromethane methyl-5-(6-ethoxypyrazin-2-yl)-1,3-thiazole-2-carboxylate COC(=O)C=1SC(=CN1)C1=NC(=CN=C1)OCC.FC(OC(C(OC(F)F)(F)F)(F)F)F